4-butyl-1-(2,4-difluorophenyl)-3-(4-fluorophenyl)-N-(3-methoxypropyl)-5-methyl-4,5-dihydro-1H-pyrazole-5-carboxamide C(CCC)C1C(=NN(C1(C(=O)NCCCOC)C)C1=C(C=C(C=C1)F)F)C1=CC=C(C=C1)F